4-ethoxy-6-((S)-1-(5-(((S)-3-fluoropyrrolidin-1-yl)methyl)-7-((2-(methylamino)-1H-imidazol-1-yl)methyl)-1-oxo-3,4-dihydroisoquinolin-2(1H)-yl)ethyl)nicotinonitrile C(C)OC1=CC(=NC=C1C#N)[C@H](C)N1C(C2=CC(=CC(=C2CC1)CN1C[C@H](CC1)F)CN1C(=NC=C1)NC)=O